tert-butyl 4-(9-((5-ethynylpyridin-2-yl)methyl)-9H-purin-6-yl)piperazine-1-carboxylate C(#C)C=1C=CC(=NC1)CN1C2=NC=NC(=C2N=C1)N1CCN(CC1)C(=O)OC(C)(C)C